BrC1=CC(=C(C=C1)CC(=O)NC1=C(C=C(C(=O)OCC)C=C1NC[C@H]1OCC1)F)F ethyl (S)-4-(2-(4-bromo-2-fluorophenyl)acetamido)-3-fluoro-5-((oxetan-2-ylmethyl)amino)benzoate